1-(tert-butyl) 2-methyl (2S,3R,4S)-3-allyl-3-(2-((tert-butyldimethylsilyl)oxy)ethyl)-4-hydroxypyrrolidine-1,2-dicarboxylate C(C=C)[C@]1([C@H](N(C[C@H]1O)C(=O)OC(C)(C)C)C(=O)OC)CCO[Si](C)(C)C(C)(C)C